C(C)C(=O)[C-]1C=CC=C1.[CH-]1C=CC=C1.[Fe+2] ethyl-ferrocenyl ketone